tert-butyl (1-(3-(3-(4-methoxybenzyl)-2,4-dioxotetrahydropyrimidin-1(2H)-yl)imidazo[1,2-a]pyridin-8-yl)piperidin-4-yl)(methyl)carbamate COC1=CC=C(CN2C(N(CCC2=O)C2=CN=C3N2C=CC=C3N3CCC(CC3)N(C(OC(C)(C)C)=O)C)=O)C=C1